N4-cyclobutyl-N2-(2-methoxy-4-(methylsulfonyl)phenyl)-5-(trifluoromethyl)-7H-pyrrolo[2,3-d]pyrimidine-2,4-diamine C1(CCC1)NC=1C2=C(N=C(N1)NC1=C(C=C(C=C1)S(=O)(=O)C)OC)NC=C2C(F)(F)F